Tert-Butyl 2-(azetidin-1-yl)acetate N1(CCC1)CC(=O)OC(C)(C)C